1-(tert-Butyl) 2-methyl (2R,5S)-5-(((1r,4S)-4-methoxycyclohexyl)methyl)-pyrrolidine-1,2-dicarboxylate COC1CCC(CC1)C[C@@H]1CC[C@@H](N1C(=O)OC(C)(C)C)C(=O)OC